N-[4-[3-(3-Bromo-4-hydroxyphenyl)prop-2-enoyl]phenyl]ethanesulfonamide BrC=1C=C(C=CC1O)C=CC(=O)C1=CC=C(C=C1)NS(=O)(=O)CC